2-bromo-6,6-dimethyl-6,7-dihydro-5H-pyrrolo[1,2-a]imidazole BrC=1N=C2N(C1)CC(C2)(C)C